N-[4-fluoro-5-(1-methylpyrazol-4-yl)-2-[rac-(3R,5S)-3,4,5-trimethylpiperazin-1-yl]phenyl]-6-oxo-4-(trifluoromethyl)-1H-pyridine-3-carboxamide FC1=CC(=C(C=C1C=1C=NN(C1)C)NC(=O)C1=CNC(C=C1C(F)(F)F)=O)N1C[C@H](N([C@H](C1)C)C)C |r|